C1(CC1)C1=CC(=NC(=N1)C1=CN=CS1)C(=O)NC=1C=NC(=CC1)C(F)(F)F 6-cyclopropyl-2-(thiazol-5-yl)-N-(6-(trifluoromethyl)pyridin-3-yl)pyrimidine-4-carboxamide